FC1=NC=CC=2N=C(N=C(C21)N2CC1CCC(C2)O1)OC[C@]12CCCN2C[C@@H](C1)F fluoro-2-{[(2R,7aS)-2-fluorotetrahydro-1H-pyrrolizin-7a(5H)-yl]methoxy}-4-(8-oxa-3-azabicyclo[3.2.1]octan-3-yl)pyrido[4,3-d]pyrimidine